3,5-di-O-benzyl-4-C-azidomethyl-1,2-di-O-acetyl-α-D-ribofuranose C(C1=CC=CC=C1)O[C@H]1[C@H]([C@@H](OC(C)=O)O[C@@]1(COCC1=CC=CC=C1)CN=[N+]=[N-])OC(C)=O